1,1-difluoro-6-oxaspiro[4.5]decan-9-amine hydrochloride Cl.FC1(CCCC12OCCC(C2)N)F